C(#N)C=1N=CNC1C#N 4,5-DICYANOIMIDAZOLE